1-methyl-2,8-diazaspiro[4.5]decane-2-carboxylic acid benzyl ester trifluoroacetate salt FC(C(=O)O)(F)F.C(C1=CC=CC=C1)OC(=O)N1C(C2(CC1)CCNCC2)C